FC1=C(C=CC(=C1)F)C#CC1=CC=C(C(=O)NC[C@@H]2OCCC2)C=C1 (R)-4-((2,4-difluorophenyl)ethynyl)-N-((tetrahydrofuran-2-yl)methyl)benzamide